3-PYRIDIN-4-YLPROP-2-YNOIC ACID N1=CC=C(C=C1)C#CC(=O)O